OCCC1CCN(CC1)C1=NC=CC(=C1)NC1=NC=C2C(=N1)N(N=C2NC=2C(=NC=C(C(=O)O)C2)C)C 5-((6-((2-(4-(2-hydroxyethyl)piperidin-1-yl)pyridin-4-yl)amino)-1-methyl-1H-pyrazolo[3,4-d]pyrimidin-3-yl)amino)-6-methylnicotinic acid